CC1=NOC2=C1C=CC=C2 3-methylbenzo[d]Isoxazole